(2-{2-[3-(1-acetylpiperidin-4-yl)-4'-fluoro-1'-methyl-[4,6'-biindazol]-1-yl]acetamido}acetamido)acetic acid C(C)(=O)N1CCC(CC1)C1=NN(C=2C=CC=C(C12)C1=CC(=C2C=NN(C2=C1)C)F)CC(=O)NCC(=O)NCC(=O)O